1-(2-(3,8-diazabicyclo[3.2.1]octan-8-yl)-6,7-dihydrothiazolo[5,4-c]pyridin-5(4H)-yl)-2-(4-fluorophenyl)-2-hydroxyethan-1-one C12CNCC(CC1)N2C=2SC=1CN(CCC1N2)C(C(O)C2=CC=C(C=C2)F)=O